FC1=C(C=CC=C1F)[C@H](CC)N (1S)-1-(2,3-difluorophenyl)propan-1-amine